C(C1=CC=CC=C1)OCC1=NNC(=C1)N 3-((benzyloxy)methyl)-1H-pyrazol-5-amine